CCCCCCCC/C=C/C(=O)SCCNC(=O)CCNC(=O)[C@@H](C(C)(C)COP(=O)(O)OP(=O)(O)OC[C@@H]1[C@H]([C@H]([C@@H](O1)N2C=NC3=C(N=CN=C32)N)O)OP(=O)(O)O)O The molecule is a medium-chain unsaturated fatty acyl-CoA that results from the formal condensation of the thiol group of coenzyme A with the carboxy group of trans-2-undecenoic acid. It is a medium-chain fatty acyl-CoA, a trans-2-enoyl-CoA and a monounsaturated fatty acyl-CoA. It derives from a trans-undec-2-enoic acid. It is a conjugate acid of a trans-2-undecenoyl-CoA(4-).